N-Isopropyl-5-(4-(trifluoromethyl)phenoxy)quinoline-2-carboxamide C(C)(C)NC(=O)C1=NC2=CC=CC(=C2C=C1)OC1=CC=C(C=C1)C(F)(F)F